3-[(pyridin-3-yl)methoxy]pyridin-2-amine N1=CC(=CC=C1)COC=1C(=NC=CC1)N